6-(4-(Dimethoxymethyl)piperidin-1-yl)-3-formylbenzofuran-2-carboxylic acid COC(C1CCN(CC1)C1=CC2=C(C(=C(O2)C(=O)O)C=O)C=C1)OC